(R)-1-(3-(2-(tert-butoxy)-2-oxoethoxy)-4-fluorophenyl)-3-(3,4-dimethoxyphenyl)propyl (S)-1-(4-(acryloyloxy)-3,3-dimethyl-2-oxobutanoyl)piperidine-2-carboxylate C(C=C)(=O)OCC(C(C(=O)N1[C@@H](CCCC1)C(=O)O[C@H](CCC1=CC(=C(C=C1)OC)OC)C1=CC(=C(C=C1)F)OCC(=O)OC(C)(C)C)=O)(C)C